FC1([C@@H](CN(C1)C1=NOC(C1)C1=C(C=C(C=C1F)F)C1=C(C=CC=C1F)F)NS(=O)(=O)CF)F N-{(3R)-4,4-difluoro-1-[5-(2',3,5,6'-tetrafluoro[1,1'-biphenyl]-2-yl)-4,5-dihydro-1,2-oxazol-3-yl]pyrrolidin-3-yl}-1-fluoromethanesulfonamide